CC=1OC2=C(C1C(NC1CCN(CC1)C)=O)C=C(C=C2)OCC2=CC=C(CNC(OC(C)(C)C)=O)C=C2 tert-butyl (4-(((2-methyl-3-((1-methylpiperidin-4-yl)carbamoyl)benzofuran-5-yl)oxy)methyl)-benzyl)carbamate